1-(1-(6-Chloro-1-(2,3-dihydrobenzo[b][1,4]dioxin-6-yl)-1H-indazol-3-yl)ethyl)-3-methyl-1H-pyrazolo[3,4-d]pyrimidine ClC1=CC=C2C(=NN(C2=C1)C1=CC2=C(OCCO2)C=C1)C(C)N1N=C(C=2C1=NC=NC2)C